C(#N)CNC(C1=C(C=C(C=C1)C1=NC(=NC=C1F)NC=1C=NN(C1)CC(F)F)F)=O N-(cyanomethyl)-4-(2-((1-(2,2-difluoroethyl)-1H-pyrazol-4-yl)amino)-5-fluoropyrimidin-4-yl)-2-fluorobenzamide